Ethyl 2-(7-hydroxy-1-oxo-3,4-dihydro-2H-naphthalen-2-yl)-2-oxoacetate OC1=CC=C2CCC(C(C2=C1)=O)C(C(=O)OCC)=O